BrC=1C=C(C(N(C1)C)=O)NC1=NN2C(CN(CC2)C(COC)C)=C1 5-Bromo-3-(5-(1-methoxypropan-2-yl)-4,5,6,7-tetrahydropyrazolo[1,5-a]-pyrazin-2-ylamino)-1-methylpyridin-2(1H)-one